C(C)O\C=C(/C(=O)OCC)\C(C)=O ethyl (2Z)-2-(ethoxymethylene)-3-oxo-butanoate